N-{[3-nitro-4-({[4-(oxetan-3-yl)morpholin-2-yl]methyl}amino)phenyl]sulfonyl}-2-(1H-pyrrolo[2,3-b]pyridin-5-yloxy)benzamide [N+](=O)([O-])C=1C=C(C=CC1NCC1CN(CCO1)C1COC1)S(=O)(=O)NC(C1=C(C=CC=C1)OC=1C=C2C(=NC1)NC=C2)=O